C(#N)C1=C(SC(=C1)C(=C)C)S(=O)(=O)NC(NC1=C2CCCC2=CC=C1[C@H](C)C1CC1)=O (R)-3-cyano-N-((5-(1-cyclopropylethyl)-2,3-dihydro-1H-inden-4-yl)carbamoyl)-5-(prop-1-en-2-yl)thiophene-2-sulfonamide